N[C@H](CO)COC (2R)-2-amino-3-methoxypropan-1-ol